tert-Butyl 4-((6-((5-(difluoromethoxy)-1H-pyrazol-3-yl)amino)pyrazin-2-yl)oxy)-3,3-dimethylpiperidine-1-carboxylate FC(OC1=CC(=NN1)NC1=CN=CC(=N1)OC1C(CN(CC1)C(=O)OC(C)(C)C)(C)C)F